FC1=CC=C(C=C1)C=1C=C(N2C1C1=CC(=C(C=C1CC2)OC)C2=NN(C=C2)C)C(=O)N2[C@](CCC2)(C#N)C (2R)-1-[1-(4-fluorophenyl)-8-methoxy-9-(1-methylpyrazol-3-yl)-5,6-dihydropyrrolo[2,1-a]isoquinoline-3-carbonyl]-2-methyl-pyrrolidine-2-carbonitrile